C(C(C)C)[C@@H]1C(N2[C@@H](N(O1)C(\C=C\C=1SC3=C(N1)CCCC3)=O)CN(C([C@@H]2CC(C)C)=O)CCC(=O)N)=O 3-((3R,6S,9aS)-3,6-diisobutyl-4,7-dioxo-1-((E)-3-(4,5,6,7-tetrahydrobenzo[d]thiazol-2-yl)acryloyl)hexahydropyrazino[2,1-c][1,2,4]oxadiazin-8(1H)-yl)propanamide